4-(6-Benzyl-2-chloro-5,6,7,8-tetrahydropyrido[4,3-d]pyrimidin-4-yl)-2-fluorobenzonitrile C(C1=CC=CC=C1)N1CC2=C(N=C(N=C2C2=CC(=C(C#N)C=C2)F)Cl)CC1